BrC1=CC=C(C=C1)S(=O)(=O)N1N=NC(=C1)COC1=CC=C(C=C1)\C=C\C1=CC(=CC(=C1)OC)OC (E)-1-((4-bromophenyl)sulfonyl)-4-((4-(3,5-dimethoxystyryl)phenoxy)methyl)-1H-1,2,3-triazole